C1(CC1)CNC1=NN(C=C1)CC1=CC=NC=C1 N-(cyclopropylmethyl)-1-(pyridin-4-ylmethyl)-1H-pyrazol-3-amine